di(but-3-en-1-yl) (1S,2S,3S,4S)-1,4-dimethyl-7-oxo-5,6-diphenylbicyclo[2.2.1]hept-5-ene-2,3-dicarboxylate C[C@]12[C@H]([C@@H]([C@@](C(=C1C1=CC=CC=C1)C1=CC=CC=C1)(C2=O)C)C(=O)OCCC=C)C(=O)OCCC=C